(3S)-3-({8-carbamoyl-6-[(tetrahydropyran-4-yl)methyl]pyrido[3,2-d]pyrimidin-4-yl}amino)piperidine-1-carboxylic acid tert-butyl ester C(C)(C)(C)OC(=O)N1C[C@H](CCC1)NC=1C2=C(N=CN1)C(=CC(=N2)CC2CCOCC2)C(N)=O